iron-aluminum-iron-titanium [Ti].[Fe].[Al].[Fe]